O1C2=C(C=C1C=1N=C3SC(=NN3C1)SC)C=CC=1OCCC12 6-(7,8-Dihydrobenzo[1,2-b:3,4-b']difuran-2-yl)-2-(methylthio)imidazo[2,1-b][1,3,4]thiadiazole